FC=1C(=CC(=C2C=NNC12)B1OC(C(O1)(C)C)(C)C)C1=CCCN(C1)C(CCN1N=NC=C1)=O 1-(5-(7-fluoro-4-(4,4,5,5-tetramethyl-1,3,2-dioxaborolan-2-yl)-1H-indazol-6-yl)-3,6-dihydropyridin-1(2H)-yl)-3-(1H-1,2,3-triazol-1-yl)propan-1-one